NC1=NC=CC=C1C1=NC=2C(=NC(=CC2)C2=CC=CC=C2)N1C1=CC=C(C=C1)CNC(C1=CC(=C(C=C1)N1N=C(C=C1O)C)F)=O N-[[4-[2-(2-amino-3-pyridyl)-5-phenyl-imidazo[4,5-b]pyridin-3-yl]phenyl]methyl]-3-fluoro-4-(5-hydroxy-3-methyl-pyrazol-1-yl)benzamide